3-{[(1R,2S)-2-fluorocyclopropyl]carbamoyl}-6-({2-oxo-[1,2'-bipyridin]-3-yl}amino)imidazo[1,2-b]pyridazin-8-yl trifluoromethanesulfonate FC(S(=O)(=O)OC=1C=2N(N=C(C1)NC=1C(N(C=CC1)C1=NC=CC=C1)=O)C(=CN2)C(N[C@H]2[C@H](C2)F)=O)(F)F